methyl 2-(((benzyloxy)carbonyl)amino)-2-(spiro[3.3]heptan-2-yl)acetate C(C1=CC=CC=C1)OC(=O)NC(C(=O)OC)C1CC2(C1)CCC2